1-(2-(methylthio)pyrimidin-5-yl)ethan-1-ol CSC1=NC=C(C=N1)C(C)O